O=CCOC[C@H]1CN(CC1)C(=O)OC(C)(C)C tert-butyl (R)-3-((2-oxoethoxy)methyl)pyrrolidine-1-carboxylate